C(C)(=O)N1CCCC2=CC=C(C=C12)NC(C(=C)C1=CC=C(C=C1)Cl)=O N-(1-acetyl-3,4-dihydro-2H-quinol-7-yl)-2-(4-chlorophenyl)acrylamide